O=C1NCC(NC1)C(=O)N(C1=CC=C(C=C1)S(F)(F)(F)(F)F)C(C(NC1CCOCC1)=O)C=1C=NC=CC1 5-oxo-N-[2-oxo-1-(3-pyridyl)-2-(tetrahydropyran-4-ylamino)ethyl]-N-[4-(pentafluoro-λ6-sulfanyl)phenyl]piperazine-2-carboxamide